ClC=1N=C(C2=C(N1)CCN(C2)C)OC=2N=CC=1C=CC3=C(C1C2F)NC2=C3C(NCC23CC3)=O 2'-((2-chloro-6-methyl-5,6,7,8-tetrahydropyrido[4,3-d]pyrimidin-4-yl)oxy)-1'-fluoro-8',9'-dihydrospiro[cyclopropane-1,10'-pyrido[3',4':4,5]pyrrolo[2,3-f]isoquinolin]-7'(11'H)-one